2-cyano-N-(4-(((S)-1-methoxyprop-2-yl)oxy)-2-(thiazol-5-yl)quinolin-6-yl)propanamide C(#N)C(C(=O)NC=1C=C2C(=CC(=NC2=CC1)C1=CN=CS1)O[C@H](COC)C)C